COC(CCC1=CC=C(C=C1)C1=C(N=CS1)C)=O 3-[4-(4-methyl-1,3-thiazol-5-yl)phenyl]Propionic acid methyl ester